NC=1C=C(C(=O)NC)C=CC1 3-amino-N-methyl-benzamide